2-(6-methylpyridin-3-yl)-N-((R)-phenyl((R)-1,2,3,4-tetrahydropyrido[2,3-b]pyrazin-3-yl)methyl)ethanamine CC1=CC=C(C=N1)CCN[C@@H]([C@H]1CNC2=C(N1)N=CC=C2)C2=CC=CC=C2